FC(C(C)(C)NC(O)=O)F (1,1-difluoro-2-methylpropan-2-yl)carbamic acid